ClC=1C=C(C=NC1N1N=CC=N1)NC(=O)C=1N(C(=CN1)C1=C2C=CC=NC2=CC=C1)C N-(5-chloro-6-(2H-1,2,3-triazol-2-yl)pyridin-3-yl)-1-methyl-5-(quinolin-5-yl)-1H-imidazole-2-carboxamide